C1CCN2C[C@@H]3C[C@H]([C@H]2C1)CN4[C@@H]3CCCC4 The molecule is a quinolizidine alkaloid that is sparteine in which the hydrogen atom at position 6 is in the beta-configuration. It has a role as a plant metabolite.